8-methyl-N1-[4-(4-pyridyl)phenyl]-1,5-isoquinolinediamine CC1=CC=C(C=2C=CN=C(C12)NC1=CC=C(C=C1)C1=CC=NC=C1)N